C(C)OC(=O)C=1C2C(N=CC1)N(N=C2CCC2CC1CCC(C2)N1C)CC1=CC=C(C=C1)OC 3-[2-(8-methyl-8-azabicyclo[3.2.1]oct-3-yl)ethyl]-1-(4-methoxybenzyl)-3a,7a-dihydro-1H-pyrazolo[3,4-b]pyridine-4-carboxylic acid ethyl ester